N-(2,2-difluoroethyl)-4-(4-isopropyl-5-(8-methyl-[1,2,4]triazolo[1,5-a]pyridin-6-yl)-1H-pyrazol-3-yl)cyclohexan-1-amine FC(CNC1CCC(CC1)C1=NNC(=C1C(C)C)C=1C=C(C=2N(C1)N=CN2)C)F